C(C)(C)(C)OC(=O)N1C=CC=2C1=NC(=CC2C2=C(N=C(S2)N)C2=CC(=CC=C2)C#N)C 4-[2-amino-4-(3-cyanophenyl)thiazol-5-yl]-6-methyl-pyrrolo[2,3-b]pyridine-1-carboxylic acid tert-butyl ester